COC1CN(C1)C1=CC(=C2C=CC(=NC2=C1)C)C1(CC1)NC(C1=C(C=CC(=C1)OC[C@H]1N(CC1)C)C)=O (S)-N-(1-(7-(3-Methoxyazetidin-1-yl)-2-methylquinolin-5-yl)cyclopropyl)-2-methyl-5-((1-methylazetidin-2-yl)methoxy)benzamide